(S)-4-amino-N'-(tert-butyldimethylsilyl)-N-ethylbenzenesulfonimidamide NC1=CC=C(C=C1)[S@](=O)(NCC)=N[Si](C)(C)C(C)(C)C